4-Boc-2-hydroxymethylmorpholine C(=O)(OC(C)(C)C)N1CC(OCC1)CO